N'-(2-aminoisonicotinoyl)-5-butylpicolinohydrazide NC=1C=C(C(=O)NNC(C2=NC=C(C=C2)CCCC)=O)C=CN1